(R)-N-(2-(4-cyanothiazolidin-3-yl)-2-oxoethyl)-6-phenoxyquinoline-4-carboxamide C(#N)[C@H]1N(CSC1)C(CNC(=O)C1=CC=NC2=CC=C(C=C12)OC1=CC=CC=C1)=O